C(C=C)(=O)OC(CCCCCCCCCCCCCCCCCCCCCCC)OC(C=C)=O tetracosanediol diacrylate